C(C)[C@H]1OC2=C(CNC1)N=C(C=C2)O (2R)-2-Ethyl-2,3,4,5-tetrahydropyrido[2,3-f][1,4]oxazepin-7-ol